ClC1=C2N(C(C(=N1)N[C@H](C)C=1C=C(C=CC1)C)=O)[C@@H](CC2)C(=O)O (S)-1-chloro-4-oxo-3-(((R)-1-(m-tolyl)ethyl)amino)-4,6,7,8-tetrahydropyrrolo[1,2-a]pyrazine-6-carboxylic acid